C1(=CC=CC=C1)C=1C=NN(C1)C1=NC=C2N=C(NC2=N1)C(=O)[O-] 2-(4-phenyl-1H-pyrazol-1-yl)-9H-purine-8-carboxylate